FC=1C=C2C(=CNC2=CC1F)CCN(CC=C)C N-(2-(5,6-difluoro-1H-indol-3-yl)ethyl)-N-methylprop-2-en-1-amine